N-(2-(4-azaspiro[2.5]octan-4-yl)ethyl)-6-methyl-5-((1-methyl-6-(pyrimidin-5-ylamino)-1H-pyrazolo[3,4-d]pyrimidin-3-yl)amino)nicotinamide C1CC12N(CCCC2)CCNC(C2=CN=C(C(=C2)NC2=NN(C1=NC(=NC=C12)NC=1C=NC=NC1)C)C)=O